OC1=CC=C(C=C1)C1=CC(=C(C=C1)CC(=O)OC1=C(C(=C(C(=C1F)F)F)F)F)OC perfluorophenyl 2-(4'-hydroxy-3-methoxy-[1,1'-biphenyl]-4-yl)acetate